1-{6-[4-({(1R)-1-[3-(1,1-difluoro-2-hydroxyethyl)-2-fluorophenyl]ethyl}amino)-2-methyl-7-(trifluoromethyl)pyrido[2,3-d]pyrimidin-6-yl]-2,6-diazaspiro[3.3]hept-2-yl}ethan-1-one FC(CO)(F)C=1C(=C(C=CC1)[C@@H](C)NC=1C2=C(N=C(N1)C)N=C(C(=C2)N2CC1(CN(C1)C(C)=O)C2)C(F)(F)F)F